COC(=O)C=1C=CC2=C(N(N=C2C1)C1CCC(CC1)CO)NC(=O)OC(C)(C)C (tert-Butoxycarbonylamino)-2-[4-(hydroxymethyl)cyclohexyl]Indazole-6-carboxylic acid methyl ester